tert-butyl 2-methyl-6-(5-(trifluoromethyl)pyridin-2-yl)piperidine-1-carboxylate CC1N(C(CCC1)C1=NC=C(C=C1)C(F)(F)F)C(=O)OC(C)(C)C